N-(3-(4-(3-phenylpropyl)piperidin-1-yl)propyl)-[1,1'-biphenyl]-4-sulfonamide tert-butyl-(2-(6-chloro-3-(3,4-dichlorophenyl)-2-(phenylamino)-9H-carbazol-9-yl)ethyl)carbamate C(C)(C)(C)N(C(O)=O)CCN1C2=CC=C(C=C2C=2C=C(C(=CC12)NC1=CC=CC=C1)C1=CC(=C(C=C1)Cl)Cl)Cl.C1(=CC=CC=C1)CCCC1CCN(CC1)CCCNS(=O)(=O)C1=CC=C(C=C1)C1=CC=CC=C1